4-[5-[4-(dimethoxymethyl)-1-piperidyl]pyrimidin-2-yl]-12-[2-(methoxymethoxy)phenyl]-3-methyl-4,8,10,11-tetrazatricyclo[7.4.0.02,7]trideca-1(9),2(7),10,12-tetraene COC(C1CCN(CC1)C=1C=NC(=NC1)N1C(C=2C=3C=C(N=NC3NC2CC1)C1=C(C=CC=C1)OCOC)C)OC